CS(=O)(=O)C1=CC=C(C(=O)NC2CCC(CC2)NC2=CC=CC=3N2C=C(N3)C(F)(F)F)C=C1 4-methanesulfonyl-N-[(1s,4s)-4-{[2-(trifluoromethyl)imidazo[1,2-a]pyridin-5-yl]amino}cyclohexyl]benzamide